6-fluoro-3,4-dihydro-2H-1-naphthone FC=1C=C2CCCC(C2=CC1)=O